C(#N)C=1C=C2C(=CC=NC2=CC1OCCCN1CCOCC1)OC1=C(C=C(C=C1)NC(=O)C1=C2C(=CN(C1=O)C1=CC=C(C=C1)F)CCO2)F N-(4-{[6-cyano-7-(3-morpholinopropoxy)quinolin-4-yl]oxy}-3-fluorophenyl)-5-(4-fluorophenyl)-6-oxo-2,3,5,6-tetrahydrofuro[3,2-c]pyridine-7-carboxamide